(S)-(4-amino-3-methoxyphenyl)(1-ethynyl-6-azaspiro[2.5]octan-6-yl)methanone NC1=C(C=C(C=C1)C(=O)N1CCC2(C[C@@H]2C#C)CC1)OC